CN1N=C(C(C1=O)C(=O)NC1=CC=CC=C1)C 1,3-dimethyl-5-oxo-N-phenyl-4,5-dihydro-1H-pyrazole-4-carboxamide